2-[1-(5-Methyl-1,3-thiazol-2-yl)-1H-pyrazol-4-yl]acetic acid CC1=CN=C(S1)N1N=CC(=C1)CC(=O)O